2-(((3-formyl-4-hydroxynaphthalen-1-yl)sulfonyl)carbamoyl)isonicotinic acid C(=O)C=1C=C(C2=CC=CC=C2C1O)S(=O)(=O)NC(=O)C=1C=C(C(=O)O)C=CN1